C(C1=CC=CC=C1)N1CCC(CC1)C(CCC1=CC=CC=C1)=O (1-benzylpiperidin-4-yl)-3-phenylpropan-1-one